ClC1=C(C=CC=C1)CNCC1=NC=C(C=C1)C(F)(F)F 1-(2-chlorophenyl)-N-[[5-(trifluoromethyl)-2-pyridyl]methyl]methanamine